ClC=1N(C2=CC=CC=C2C1C=O)CC 2-CHLORO-1-ETHYL-1H-INDOLE-3-CARBALDEHYDE